4-(3-chloro-4-(piperazin-1-yl)phenyl)piperidine-2,6-dione ClC=1C=C(C=CC1N1CCNCC1)C1CC(NC(C1)=O)=O